C(C)OC(CCC(=O)C=1SC2=C(C1)C=C(C(=C2)OC)O)=O 4-(5-hydroxy-6-methoxybenzothien-2-yl)-4-oxo-butanoic acid ethyl ester